C([C@@H](C(=O)N=C=O)N)SSC[C@@H](C(=O)N=C=O)N L-cystine, isocyanate